NC=1NC2=C(C=C(C=C2C1C(=O)N)C(=O)N)OCCCN1CCOCC1 2-amino-7-(3-morpholinopropoxy)-1H-indole-3,5-dicarboxamide